7-cyclopentyl-2-((5-(3-(4-(4-(2,6-dioxopiperidin-3-yl)phenethyl)-piperidin-1-yl)-azetidin-1-yl)pyridin-2-yl)amino)-N,N-dimethyl-7H-pyrrolo[2,3-d]pyrimidine-6-carboxamide C1(CCCC1)N1C(=CC2=C1N=C(N=C2)NC2=NC=C(C=C2)N2CC(C2)N2CCC(CC2)CCC2=CC=C(C=C2)C2C(NC(CC2)=O)=O)C(=O)N(C)C